1-(2-(2-((1-((1-Methyl-1H-pyrazol-4-yl)sulfonyl)piperidin-4-yl)amino)-5-(trifluoromethyl)-pyrimidin-4-yl)thiazol-5-yl)ethan-1-ol CN1N=CC(=C1)S(=O)(=O)N1CCC(CC1)NC1=NC=C(C(=N1)C=1SC(=CN1)C(C)O)C(F)(F)F